2,3,5-trimethylhydroquinone diisobutyrate C(C(C)C)(=O)O.C(C(C)C)(=O)O.CC1=C(O)C=C(C(=C1C)O)C